[B].FC1=C(C(=NC=C1)F)F trifluoro(pyridine) boron